OC(COC1=CC(=C(C=C1)C1=NC(=NC(=N1)C1=C(C=C(C=C1)C)C)C1=C(C=C(C=C1)C)C)O)COCCCCCCCCCCCCC 2-[4-[2-hydroxyl-3-tridecyloxypropyl]oxy-2-hydroxyphenyl]-4,6-bis(2,4-dimethylphenyl)-1,3,5-triazine